FC(CC1=CC(=C(C=C1OC)CC(CC)N)OC)F 1-(4-(2,2-difluoroethyl)-2,5-dimethoxyphenyl)butan-2-amine